CC1(CCC(CC1)NCC1=C(C=CC=C1[N+](=O)[O-])C)C(=O)OCC ethyl 1-methyl-4-(2-methyl-6-nitrobenzylamino)cyclohexanecarboxylate